6-chloro-2-(6-(trifluoromethyl)pyrimidin-4-yl)-1H-pyrrolo[3,2-c]pyridine ClC1=CC2=C(C=N1)C=C(N2)C2=NC=NC(=C2)C(F)(F)F